3-m-cyanophenyl-1H-pyrazole-5-carboxamide C(#N)C=1C=C(C=CC1)C1=NNC(=C1)C(=O)N